trans-3,3-difluoro-N-(4-methyl-3-pyridazin-3-ylphenyl)bicyclo[3.1.0]hexane-6-carboxamide FC1(CC2C(C2C1)C(=O)NC1=CC(=C(C=C1)C)C=1N=NC=CC1)F